BrC=1C=C(C(=NC1)OC1=CC=C(C=C1)C1=NOC(=N1)C[C@@H](C(=O)OCC1=CC=CC=C1)NC(=O)OC(C)(C)C)F benzyl (S)-3-(3-(4-((5-bromo-3-fluoropyridin-2-yl)oxy)phenyl)-1,2,4-oxadiazol-5-yl)-2-((tert-butoxycarbonyl)amino)propanoate